1-bromo-4-(methyl-d3)benzene-2,3,5,6-d4 BrC1=C(C(=C(C(=C1[2H])[2H])C([2H])([2H])[2H])[2H])[2H]